C(C1=CC(C(=O)OCC(CCC)C)=CC=C1)(=O)OCCCCCC (n-hexyl) (2-methylpentyl) isophthalate